5-[(2,6-dioxo-3-piperidyl)oxy]-2-methyl-benzenesulfonyl fluoride O=C1NC(CCC1OC=1C=CC(=C(C1)S(=O)(=O)F)C)=O